(3S,8aR)-7-(3-chloro-2-fluoro-6-(1H-tetrazol-1-yl)phenyl)-3-(5-(3-fluoro-2-(hydroxymethyl-d2)pyridin-4-yl)-1H-imidazol-2-yl-4-d)-2,3,8,8a-tetrahydroindolizin-5(1H)-one ClC=1C(=C(C(=CC1)N1N=NN=C1)C1=CC(N2[C@@H](CC[C@@H]2C1)C=1NC(=C(N1)[2H])C1=C(C(=NC=C1)C([2H])([2H])O)F)=O)F